C(=O)(OC(C)(C)C)N1[C@H](CCC1)C#N (R)-1-Boc-2-cyanopyrrolidine